FC(C(=O)O)(F)F.O=C1NC(CCC1NC1=CC(=C(C=C1)C1CCN(CC1)CC(=O)O)F)=O 2-[4-[4-[(2,6-dioxo-3-piperidyl)amino]-2-fluoro-phenyl]-1-piperidyl]acetic acid, trifluoroacetic acid salt